FC(C=1C=2N(C=CC1)N=C(C2)[C@H]2N(CCC1=C2N=CN1)C(=O)C1=CN=C(O1)C=1C=NN(C1C)C)F (S)-(4-(4-(difluoromethyl)pyrazolo[1,5-a]pyridin-2-yl)-1,4,6,7-tetrahydro-5H-imidazo[4,5-c]pyridin-5-yl)(2-(1,5-dimethyl-1H-pyrazol-4-yl)oxazol-5-yl)methanone